6-(2'-Hydroxy-[1,1'-Biphenyl]-4-yl)-2-Methyl-1H-benzo[d]Imidazol OC1=C(C=CC=C1)C1=CC=C(C=C1)C=1C=CC2=C(NC(=N2)C)C1